6-Fluoro-N-Methylisatoic Anhydride FC=1C=CC=C2C1C(=O)OC(N2C)=O